3-(1-oxo-5-(1-(2,2,2-trifluoro-ethyl)piperidin-4-yl)isoindolin-2-yl)piperidine-2,6-dione O=C1N(CC2=CC(=CC=C12)C1CCN(CC1)CC(F)(F)F)C1C(NC(CC1)=O)=O